2-(6-{5-chloro-2-[(oxan-4-yl)amino]pyrimidin-4-yl}-1-oxo-2,3-dihydro-1H-isoindol-2-yl)-N-[(1S)-2-hydroxy-1-[3-(oxolan-2-yl)phenyl]ethyl]acetamide ClC=1C(=NC(=NC1)NC1CCOCC1)C1=CC=C2CN(C(C2=C1)=O)CC(=O)N[C@H](CO)C1=CC(=CC=C1)C1OCCC1